N[C@H](CC)C1=C2C=C(N=CC2=C(C=C1)OC)NC1=CC=C2C(=N1)C1(C(OC2=O)(C)C)CC1 (R)-2'-((5-(1-aminopropyl)-8-methoxyisoquinolin-3-yl)amino)-7',7'-dimethyl-5'H,7'H-spiro[cyclopropane-1,8'-pyrano[4,3-b]pyridin]-5'-one